Ammonium [(3R,8S,9S,10R,13R,14S,17R)-17-[(1R)-1,5-dimethylhexyl]-10,13-dimethyl-2,3,4,7,8,9,11,12,14,15,16,17-dodecahydro-1H-cyclopenta[a]phenanthren-3-yl] sulfate S(=O)(=O)(O[C@@H]1CC[C@@]2([C@H]3CC[C@@]4([C@H](CC[C@H]4[C@@H]3CC=C2C1)[C@@H](CCCC(C)C)C)C)C)[O-].[NH4+]